C(C)(=O)O\C(\C(=O)OCC)=C/C1=C(C=CC(=C1)O[Si](C)(C)C(C)(C)C)OCC1=CC=CC=C1 (Z)-ethyl 2-acetoxy-3-(2-(benzyloxy)-5-((tert-butyldimethylsilyl)oxy)phenyl)acrylate